IC=1C=CC(=C(C1)CC(C(=O)O)(C)C)C 3-(5-iodo-2-methylphenyl)-2,2-dimethylpropionic acid